C[C@H]\\1C/C=C/[C@H]2[C@@H](C(=C)[C@H]([C@@H]3[C@@]2(C(=O)CC[C@@H](C(=O)/C(=C1)/C)O)C(=O)N[C@H]3CC4=CNC5=CC=CC=C54)C)O The molecule is a cytochalasan alkaloid found in Chaetomium globosum and Chaetomium brasiliense. It has a role as a Chaetomium metabolite. It is a cytochalasan alkaloid, a member of indoles, a macrocycle and a secondary alpha-hydroxy ketone.